4-carboxy-2-hydroxymuconic acid C(=O)(O)/C(/C=C(/C(=O)O)\O)=C\C(=O)O